CC=1C=C(C=NC1C)NC(C(N1C(CCCC1)C1=CC=CC=C1)=O)=O N-(5,6-dimethylpyridin-3-yl)-2-oxo-2-(2-phenylpiperidin-1-yl)Acetamide